C(C)(C)(C)C=1C=C(CN2CN(C=C2)CCCC)C=C(C1O)C(C)(C)C 1-(3,5-di-tert-butyl-4-hydroxybenzyl)-3-butylimidazole